6-acetyl-1-methyl-indazole-3-carbonitrile C(C)(=O)C1=CC=C2C(=NN(C2=C1)C)C#N